CC1(CC2CCCC(C2CC1)(C)C)O octahydro-2,5,5-trimethyl-2-naphthol